BrC=1C=NN(C1C#CC1=C(C=CC=C1)F)C 4-bromo-5-((2-fluorophenyl)ethynyl)-1-methyl-1H-pyrazole